N[C@@H](CCCCN)C(=O)[O-].C[N+]1(CCCCC1)C 1,1-dimethylpiperidinium lysine salt